(±)-7-(Cyclopropylamino)-5-((3-((methylsulfinyl)methyl)-4-(1,2,5,6-tetrahydropyridin-3-yl)phenyl)amino)pyrazolo[1,5-a]pyrimidin C1(CC1)NC1=CC(=NC=2N1N=CC2)NC2=CC(=C(C=C2)C=2CNCCC2)C[S@](=O)C |r|